Germanium-sulfide [Ge]=S